5-chloro-N-[4-(4-{[3-(dimethylamino)-2,2-difluoropropyl]amino}-3-methyl-1H-pyrazolo[3,4-d]pyrimidin-6-yl)phenyl]-2-fluorobenzenesulfonamide ClC=1C=CC(=C(C1)S(=O)(=O)NC1=CC=C(C=C1)C1=NC(=C2C(=N1)NN=C2C)NCC(CN(C)C)(F)F)F